4-(6-{[4-(3-cyano-6-isopropyl-7-oxo-4,7-dihydropyrazolo[1,5-a]pyrimidin-5-yl)phenethyl](methyl)amino}hexyl)benzoic acid C(#N)C=1C=NN2C1NC(=C(C2=O)C(C)C)C2=CC=C(CCN(CCCCCCC1=CC=C(C(=O)O)C=C1)C)C=C2